6-fluoro-5-methoxy-N-methylpicolinamide FC1=C(C=CC(=N1)C(=O)NC)OC